2'-amino-cytidine N[C@@]1([C@@H](O[C@@H]([C@H]1O)CO)N1C(=O)N=C(N)C=C1)O